3-chloro-4-hydroxybenzaldehyde ClC=1C=C(C=O)C=CC1O